Thallium-Selenid [Se-2].[Tl+].[Tl+]